C(CCC)[N+](CCCC)(CCCC)CCCC.C(CCCCCCC)S(=O)(=O)[O-] octylsulfonate, tetrabutylammonium salt